(2,3-dimethylphenyl)-3-iodo-6-(methoxy-d3)-1-(4-methoxybenzyl)-1H-pyrazolo[4,3-b]pyridine CC1=C(C=CC=C1C)C1=C(C=C2C(=N1)C(=NN2CC2=CC=C(C=C2)OC)I)OC([2H])([2H])[2H]